COC(=C1C(NC2=CC(=CC=C12)C(=O)OC)=O)C1=CC=CC=C1 methyl 3-[methoxy (phenyl) methylene]-2-oxoindoline-6-carboxylate